C1=C(C=CC2=CC=CC=C12)C(CC#N)=O 3-(naphthalene-2-yl)-3-oxopropanenitrile